FC1([C@@H](CN(CC1)C1=C(C(=O)NC2=CC(=NC=C2)[S@@](=O)(=N)C)C=C(C=C1)C(F)(F)F)C)F 2-((R)-4,4-difluoro-3-methylpiperidin-1-yl)-N-(2-((R)-S-methylsulfonimidoyl)pyridin-4-yl)-5-(trifluoromethyl)benzamide